F[P-](F)(F)(F)(F)F.CN(C)C(ON1N=NC=2C1=NC=CC2)=[N+](C)C [dimethylamino(3-triazolo[4,5-b]pyridinyloxy)methylidene]dimethylammonium hexafluorophosphate